C(C)OC[C@]1(CN(CC1)CC1=C(C=CC=C1)C=1OC=CC1)CCC1=CC=C(C=C1)F |o1:4| (R or S)-3-(ethoxymethyl)-3-(4-fluorophenethyl)-1-(2-(furan-2-yl)benzyl)pyrrolidine